FC(CO)(C1=C(C=CC(=C1)C(C)NC1=NC(=NC2=C3C(=C(C=C12)N1CC2(COC2)C1)CCC3)C)F)F 2,2-difluoro-2-(2-fluoro-5-(1-((2-methyl-6-(2-oxa-6-azaspiro[3.3]heptan-6-yl)-8,9-dihydro-7H-cyclopenta[h]quinazolin-4-yl)amino)ethyl)phenyl)ethan-1-ol